C(C)(=O)N1CCC(CC1)NCC1=C(C=C(C=C1)C1=NC=CC(=C1Cl)C=1C(=C(C=CC1)NC(C1=NC=C(C=C1)CNC[C@@H]1NC(CC1)=O)=O)C)OC (R)-N-(3-(2-(4-(((1-acetylpiperidin-4-yl)amino)methyl)-3-methoxyphenyl)-3-chloropyridin-4-yl)-2-methylphenyl)-5-((((5-oxopyrrolidin-2-yl)methyl)amino)methyl)picolinamide